[Si](C)(C)(C(C)(C)C)OC[C@H](NC(=O)C=1N=C(SC1)N1CCC(CC1)CNC(COCCOC)=O)C(=O)OC methyl O-(tert-butyldimethylsilyl)-N-(2-(4-((2-(2-methoxyethoxy)acetamido)methyl)piperidin-1-yl)thiazole-4-carbonyl)-L-serinate